tert-Butyl (3S,4R)-3-Hydroxy-4-[4-[4-hydroxy-3-(trifluoromethyl)pyrazolo[1,5-a]pyridin-6-yl]-5-methyl-triazol-1-yl]piperidine-1-carboxylate O[C@H]1CN(CC[C@H]1N1N=NC(=C1C)C=1C=C(C=2N(C1)N=CC2C(F)(F)F)O)C(=O)OC(C)(C)C